4-[3-(benzyloxy)-2-(1,3-dioxolan-2-yl)phenyl]butanoic acid C(C1=CC=CC=C1)OC=1C(=C(C=CC1)CCCC(=O)O)C1OCCO1